[C].C1(C=CC(N1)=O)=O.C1(C=CC(N1)=O)=O bismaleimide carbon